O1C(=CC=C1)C(=O)NC=1C=C(C(=O)O)C=CC1 3-(furan-2-carboxamido)benzoic acid